OSCCCCCCCCCC hydroxythiodecane